FCCCCCN1C=C(C2=CC=CC=C12)C(=O)O N-(5-fluoropentyl)indole-3-carboxylic acid